N1-((S)-5-methyl-4-oxo-7-(3-(piperazin-1-yl)prop-1-yn-1-yl)-2,3,4,5-tetrahydrobenzo[b][1,4]oxazepin-3-yl)-N2-((R)-1-phenylethyl)oxalamide CN1C2=C(OC[C@@H](C1=O)NC(C(=O)N[C@H](C)C1=CC=CC=C1)=O)C=CC(=C2)C#CCN2CCNCC2